(1R,2S,3S,6R,7S)-N-[(1S)-1-cyano-2-[(3S)-2-oxopyrrolidin-3-yl]ethyl]-4-[(2S)-2-(cyclopropylformamido)-3,3-dimethylbutanoyl]-4-azatricyclo[5.2.1.0^{2,6}]dec-8-ene-3-carboxamide C(#N)[C@H](C[C@H]1C(NCC1)=O)NC(=O)[C@@H]1[C@H]2[C@H]3C=C[C@@H]([C@H]2CN1C([C@H](C(C)(C)C)NC(=O)C1CC1)=O)C3